(s)-2-(4-(benzyloxy)benzyl)-1,4,7,10-tetraazacyclododecane C(C1=CC=CC=C1)OC1=CC=C(C[C@@H]2NCCNCCNCCNC2)C=C1